C(#C)C=1C=C(C=CC1)CCNS(=O)(=O)C=1C=CC2=C(C(=C(O2)C(=O)[O-])C)C1 5-(N-(3-ethynylphenylethyl)sulfamoyl)-3-methylbenzofuran-2-carboxylate